phenylsodium glycinate NCC(=O)O.C1(=CC=CC=C1)[Na]